(2R)-2-[[(2R)-2-(tert-butoxycarbonylamino)-3-phenyl-propionyl]amino]-4-cyclopropylbutanoic acid C(C)(C)(C)OC(=O)N[C@@H](C(=O)N[C@@H](C(=O)O)CCC1CC1)CC1=CC=CC=C1